CC1=CC=CC(=N1)NC(=O)C1=C(C(=O)O)C=C(C=C1)[N+](=O)[O-] 2-[(6-methylpyridin-2-yl)carbamoyl]-5-nitrobenzoic acid